ClC1=C(C(O)=C(C=C1)Cl)O 3,6-dichlorocatechol